2-phenylethynyl-6-methoxyaniline C1(=CC=CC=C1)C#CNC1=CC=CC=C1OC